N-[[6-[(3-Methoxyphenyl)methylamino]-2-pyridyl]sulfonyl]-2-(2,2,4-trimethylpyrrolidin-1-yl)pyridin-3-carboxamid COC=1C=C(C=CC1)CNC1=CC=CC(=N1)S(=O)(=O)NC(=O)C=1C(=NC=CC1)N1C(CC(C1)C)(C)C